3-(3-ethylpyrrolidine-1-carbonyl)-4,5,6,7-tetrahydro-benzo[b]thiophen C(C)C1CN(CC1)C(=O)C=1C2=C(SC1)CCCC2